(1R,3S)-3-(5-{5-[2-(1,3-dioxolan-2-yl)-3-[(4-methoxyphenyl)methoxy] phenoxy]-2-methylpyrazole-3-amido}-2H-pyrazol-3-yl)cyclopentyl N-isopropylcarbamate C(C)(C)NC(O[C@H]1C[C@H](CC1)C=1NN=C(C1)NC(=O)C=1N(N=C(C1)OC1=C(C(=CC=C1)OCC1=CC=C(C=C1)OC)C1OCCO1)C)=O